ClC=1C(=CC(=C(N)C1)F)C=1C=NC(=CC1)OC1CCC1 5-chloro-4-(6-cyclobutoxy-pyridin-3-yl)-2-fluoroaniline